methyl (R)-2-amino-3-(6-fluoro-7-methyl-thieno[3,2-b]pyridine-2-carboxamido)propanoate N[C@@H](C(=O)OC)CNC(=O)C1=CC2=NC=C(C(=C2S1)C)F